pyrido[1,2-a][1,4]diazepine-9(5H)-one C=1C=2N(CC=CN1)C=CC(C2)=O